3-[6-Methyl-3-(4-trifluoromethoxy-benzyl)-3H-imidazo[4,5-b]pyridin-2-yl]-N-{(S)-1-[4-((S)-pyrrolidin-3-ylamino)-phenyl]-ethyl}-propionamide CC=1C=C2C(=NC1)N(C(=N2)CCC(=O)N[C@@H](C)C2=CC=C(C=C2)N[C@@H]2CNCC2)CC2=CC=C(C=C2)OC(F)(F)F